(1S,2S)-1-(2-cyano-5-fluorophenyl)-1-(1,3-dimethyl-1H-pyrazol-5-yl)propan C(#N)C1=C(C=C(C=C1)F)[C@H](CC)C1=CC(=NN1C)C